(R)-N-((S)-1-(((R)-2-amino-6,7-dihydro-5H-cyclopenta[b]pyridin-5-yl)amino)-1-oxopropan-2-yl)-4-(2,4-difluorophenyl)-1,2,5,6-tetrahydropyridine-2-carboxamide NC1=CC=C2C(=N1)CC[C@H]2NC([C@H](C)NC(=O)[C@@H]2NCCC(=C2)C2=C(C=C(C=C2)F)F)=O